C1(CC1)COC1=CC(=C(C=C1)C1=C(C(=CN1S(=O)(=O)C=1C=NC=CC1)CO)OC)F (5-(4-(cyclopropylmethoxy)-2-fluorophenyl)-4-methoxy-1-(pyridin-3-ylsulfonyl)-1H-pyrrol-3-yl)methanol